BrC1=CC=C(C=C1)C1CCN(CC1)C1=C(C(=C(C=C1)CC(=O)OC)Cl)F Methyl 2-(4-(4-(4-bromophenyl)piperidin-1-yl)-2-chloro-3-fluorophenyl)acetate